(7-(3-Benzylphenoxy)-1-ethoxy-4-hydroxyisoquinoline-3-carbonyl)glycine C(C1=CC=CC=C1)C=1C=C(OC2=CC=C3C(=C(N=C(C3=C2)OCC)C(=O)NCC(=O)O)O)C=CC1